C(C)NCC1=NN=C(O1)C1=C(NC2=CC=C(C=C2)C(F)(F)F)C=CC=C1 2-(5-((ethylamino)methyl)-1,3,4-oxadiazol-2-yl)-N-(4-(trifluoromethyl)phenyl)aniline